BrC1=CC(=CN=N1)CCC=1N=C2N(C=C(C=C2N2C(N(C(C2)=O)C)=O)C2CC2)C1 1-(2-(2-(6-bromopyridazin-4-yl)ethyl)-6-cyclopropylimidazo[1,2-a]pyridin-8-yl)-3-methylimidazolidine-2,4-dione